BrC=1C=CC=2N(C1Cl)N=C(N2)N 6-bromo-5-chloro-[1,2,4]triazolo[1,5-a]pyridin-2-amine